(5-amino-2-bromo-3-fluoro-phenyl)methanol NC=1C=C(C(=C(C1)CO)Br)F